CC(C)(CC(C)(C)C)C1=CC=C(OCCO)C=C1 2-[4-(2,4,4-Trimethylpentan-2-yl)phenoxy]ethanol